2-amino-1-mercaptothiazole NC=1S(C=CN1)S